4-bromo-5-hydroxy-2-nitro-N-(2,2,2-trifluoroethyl)benzamide BrC1=CC(=C(C(=O)NCC(F)(F)F)C=C1O)[N+](=O)[O-]